FC=1C=C2C(=C(NC2=C(C1)F)C1=NC=C(C=C1)C(F)(F)F)C1=NN=C(O1)N[C@@H]1C(NCC1)=O (S)-3-((5-(5,7-difluoro-2-(5-(trifluoromethyl)pyridin-2-yl)-1H-indol-3-yl)-1,3,4-oxadiazol-2-yl)amino)pyrrolidin-2-one